CC1=NN(C(=C1C(=O)O)C)C1=CC=CC=C1 3,5-dimethyl-1-phenyl-1H-pyrazole-4-carboxylic acid